3-({[(4R)-7-{methyl-[4-(propan-2-yl)phenyl]amino}-3,4-dihydro-2H-1-benzopyran-4-yl]methyl}amino)pyridine-4-carboxylic acid CN(C1=CC2=C([C@@H](CCO2)CNC=2C=NC=CC2C(=O)O)C=C1)C1=CC=C(C=C1)C(C)C